N(C(=N)N)C1=CC=C(C(=O)OC2=CC=C3CCOC(C3=C2)=O)C=C1 1-oxo-isochroman-7-yl 4-guanidinobenzoate